aluminum magnesium chromate [Cr](=O)(=O)([O-])[O-].[Mg+2].[Al+3]